2-(6-(4-(3H-imidazo[4,5-b]pyridin-7-yl)-1H-pyrazol-1-yl)pyridin-3-yl)-2-cyclopropyl-N-(2,2,2-trifluoroethyl)acetamide N1=CNC2=NC=CC(=C21)C=2C=NN(C2)C2=CC=C(C=N2)C(C(=O)NCC(F)(F)F)C2CC2